1-(4-fluorophenyl)-2-(morpholin-4-yl)ethanamine dihydrochloride Cl.Cl.FC1=CC=C(C=C1)C(CN1CCOCC1)N